C1(=CC=CC=C1)C1=C(C(=C(C=C1)C1=CC=CC=C1)C1=NN=NC(=C1C1=C(C=CC=C1)C1=CC=CC=C1)C1=CC=CC=C1)C1=CC=CC=2SC3=C(C21)C=CC=C3 Phenyldibenzothiophenyl-[phenyl(biphenylyl)triazinyl]biphenyl